2,4,6-tribenzoyltriphenylphenol C(C1=CC=CC=C1)(=O)C1=C(C(=C(C(=C1C1=CC=CC=C1)C(C1=CC=CC=C1)=O)C1=CC=CC=C1)C(C1=CC=CC=C1)=O)OC1=CC=CC=C1